N-(3-fluoro-4-((1-isopropyl-2-oxo-2,3-dihydro-1H-imidazo[4,5-b]pyridine-7-yl)oxy)phenyl)-1-(tetrahydro-2H-pyran-4-yl)-5-(trifluoromethyl)-1H-pyrazole-4-carboxamide FC=1C=C(C=CC1OC1=C2C(=NC=C1)NC(N2C(C)C)=O)NC(=O)C=2C=NN(C2C(F)(F)F)C2CCOCC2